[3-[tert-butyl(dimethyl)silyl]oxy-2,2-difluoro-propyl] trifluoromethanesulfonate FC(S(=O)(=O)OCC(CO[Si](C)(C)C(C)(C)C)(F)F)(F)F